CN(CCN1N=CC2=CC(=CC=C12)[C@H]1N(C[C@@H](CC1)C)C(=O)OC(C)(C)C)C Tert-butyl (2S,5R)-2-[1-[2-(dimethylamino)ethyl]indazol-5-yl]-5-methyl-piperidine-1-carboxylate